CC(C(N)(C)C)Cl trimethyl-aminoethyl chloride